6-(4-formyl-1H-pyrazol-1-yl)-4-methylpyridine-3-carbonitrile C(=O)C=1C=NN(C1)C1=CC(=C(C=N1)C#N)C